N1OC=C2C1=NN=C2 pyrazolo[3,4-c]isoxazole